7-(benzyloxy)-5-bromo-1,4-dimethyl-1H-benzotriazole C(C1=CC=CC=C1)OC1=CC(=C(C2=C1N(N=N2)C)C)Br